N-(2,2'-dichloro-3'-(5-fluoro-6-((3-fluoroazetidin-1-yl)methyl)pyridin-3-yl)-[1,1'-biphenyl]-3-yl)-1,5-dimethyl-4,5,6,7-tetrahydro-1H-imidazo[4,5-c]pyridine-2-carboxamide ClC1=C(C=CC=C1NC(=O)C=1N(C2=C(CN(CC2)C)N1)C)C1=C(C(=CC=C1)C=1C=NC(=C(C1)F)CN1CC(C1)F)Cl